C1C=CNN(N1)O 5-triazine-2-ol